((dimethylamino) methyl) benzoate C(C1=CC=CC=C1)(=O)OCN(C)C